N-(5-bromo-2-nitrophenyl)-N-methyl-Cyclopropanesulfonamide BrC=1C=CC(=C(C1)N(S(=O)(=O)C1CC1)C)[N+](=O)[O-]